COC1=CC=C(C=C1C1=C(C=CC=C1C)C)C=O 6-methoxy-2',6'-dimethyl-[1,1'-biphenyl]-3-carbaldehyde